C(C)(C)(C)OC(=O)N1CCC2(CC(C2)C2=CC=C(C=C2)C)CC1 2-(4-methylphenyl)-7-azaspiro[3.5]Nonane-7-carboxylic acid tert-butyl ester